1-[2-(2-chloro-5-fluoro-3-pyridyl)-6-[5-[(6-methylpyridazin-3-yl)amino]benzimidazol-1-yl]-3-pyridyl]ethanone ClC1=NC=C(C=C1C1=NC(=CC=C1C(C)=O)N1C=NC2=C1C=CC(=C2)NC=2N=NC(=CC2)C)F